BrC1=CC2=C(C=C3N2C(=NN(C3=O)C(C)C=3OC(=NN3)C=3C=NC(=CC3)C)C(C)C)S1 2-Bromo-5-isopropyl-7-(1-(5-(6-methylpyridin-3-yl)-1,3,4-oxadiazol-2-yl)ethyl)thieno[2',3':4,5]pyrrolo[1,2-d][1,2,4]triazin-8(7H)-one